(2E)-3-[1-(2-methoxy-2-oxoethyl)-5-methyl-6-oxo-1,6-dihydropyridin-2-yl]prop-2-enoic acid ethyl ester C(C)OC(\C=C\C=1N(C(C(=CC1)C)=O)CC(=O)OC)=O